C(C1=CC=CC=C1)OCC1=NN(C(N1CC)=O)C=1C=C2C(=CC(=NC2=CC1F)O)C(C)C ((benzyloxy)methyl)-4-ethyl-1-(7-fluoro-2-hydroxy-4-isopropylquinolin-6-yl)-1H-1,2,4-triazol-5(4H)-one